(1r,3r)-3-((5-aminopyridin-2-yl)oxy)cyclobutan-1-ol NC=1C=CC(=NC1)OC1CC(C1)O